dibutyl (phenyl) phosphate P(=O)(OCCCC)(OCCCC)OC1=CC=CC=C1